3-(1-((3,5-dimethylisoxazol-4-yl)methyl)-1H-pyrazol-4-yl)-1-(3-hydroxybenzyl)-imidazolidine-2,4-dione CC1=NOC(=C1CN1N=CC(=C1)N1C(N(CC1=O)CC1=CC(=CC=C1)O)=O)C